BrC1=C(C(=CC(=C1)Cl)C(NC(C)C)=O)C=1C(=NN(C1C(=O)N)C1=NC=CC=C1Cl)N1CC(C1)(F)F (2-bromo-4-chloro-6-(isopropylcarbamoyl)phenyl)-1-(3-chloropyridin-2-yl)-3-(3,3-difluoroazetidin-1-yl)-1H-pyrazole-5-carboxamide